N-((1R,3S)-3-(Dimethylamino)cyclohexyl)-5-(2-methyl-4-phenoxyphenyl)-4-oxo-4,5-dihydro-3H-1-thia-3,5,8-triazaacenaphthylene-2-carboxamide CN([C@@H]1C[C@@H](CCC1)NC(=O)C=1SC=2N=CC=C3N(C(NC1C23)=O)C2=C(C=C(C=C2)OC2=CC=CC=C2)C)C